FC=1C=CC(=C(C1)C=1C=C2C(=NC1)N(C(N2)=O)[C@H](CS(=O)(=O)C)C2=NC(=C(C=C2)OC)OCC)OC (S)-6-(5-fluoro-2-methoxyphenyl)-3-(1-(6-ethoxy-5-methoxypyridin-2-yl)-2-(methylsulfonyl)ethyl)-1H-imidazo[4,5-b]pyridin-2(3H)-one